C(C)OC(CC=1SC2=C(N1)C=C(C=C2)C(=O)O)=O Ethyl(5-carboxybenzthiazol-2-yl)acetate